2,6-dimethyl-N-[(1S)-1-[4-(oxetan-3-yl)phenyl]ethyl]furo[2,3-d]pyrimidin-4-amine CC=1N=C(C2=C(N1)OC(=C2)C)N[C@@H](C)C2=CC=C(C=C2)C2COC2